C(=O)[O-].C(C1=CC=CC=C1)OC(=O)C1CC[N+](CC1)(CC(=O)OC(C)(C)C)CC1CN(C1)C(=O)OC(C)(C)C 1-[(1-tert-Butoxycarbonyl-azetidin-3-yl)methyl]-1-(2-tert-butoxy-2-oxo-ethyl)piperidin-1-ium-4-carboxylic acid benzyl ester formate salt